1,3,5-tris(bromomethyl)benzene Nonyl-2,5-dimethyl-10-(8-(nonyloxy)-8-oxooctyl)-9-oxo-8-oxo-2,5,10-triazacyclooctadecan-18-oate C(CCCCCCCC)OC(=O)C1CCCCCCCN(C(C(CCN(CCN(C1)C)C)=O)=O)CCCCCCCC(=O)OCCCCCCCCC.BrCC1=CC(=CC(=C1)CBr)CBr